ClC1=CC=C(C=C1)NC(=O)N1CC2(C1)CC(C2)OC2=CC=NC1=CC=C(C=C21)F N-(4-chlorophenyl)-6-((6-fluoroquinolin-4-yl)oxy)-2-aza-spiro[3.3]heptane-2-carboxamide